N1=CC=CC=2S(C3=C(C21)C=CC=C3)(=O)=O azadibenzothiophene-5,5-dioxide